2-[(5E)-5-(1H-indol-3-ylmethylene)-4-oxo-4,5-dihydro-1,3-thiazol-2-yl]aminobenzoic acid N1C=C(C2=CC=CC=C12)\C=C\1/C(N=C(S1)NC1=C(C(=O)O)C=CC=C1)=O